CC=1C=C(C=CC1OC1=CC=2N(C=C1)N=CN2)NC=2C1=C(N=CN2)C=CC(=N1)N1CC2(CCN(C2)C(C=C)=O)CC1 1-(7-{4-[(3-methyl-4-{[1,2,4]triazolo[1,5-a]pyridin-7-yloxy}phenyl)amino]pyrido[3,2-d]pyrimidin-6-yl}-2,7-diazaspiro[4.4]nonan-2-yl)prop-2-en-1-one